(E)-8-(3,7-dimethylocta-2,6-dien-1-yl)-7-hydroxy-2-(2-oxopropyl)-5-pentyl-2-phenyl-4H-benzo[d][1,3]dioxin-4-one C\C(=C/CC1=C(C=C(C2=C1OC(OC2=O)(C2=CC=CC=C2)CC(C)=O)CCCCC)O)\CCC=C(C)C